8-diazabicyclo[5.4.0]Undecene N12NCCCCC2C=CCC1